1-(methanesulfonyl)cyclopropylacetonitrile CS(=O)(=O)C1(CC1)CC#N